[N+](=O)([O-])C1=CC=CC2=C1NC(CO2)(C(=O)O)C2=NC=CC=C2 5-nitro-3-pyridin-2-yl-3,4-dihydro-2H-1,4-benzoxazine-3-carboxylic acid